C(C)(C)(C)OC(CCC(C(=O)N)N1C(C2=CC=C(C=C2C1C)Br)=O)=O 5-amino-4-(5-bromo-3-methyl-1-oxoisoindolin-2-yl)-5-oxopentanoic acid tert-butyl ester